methyl 4-(hexyl(methoxy carbonyl)amino)-3-methylpentanoate C(CCCCC)N(C(C(CC(=O)OC)C)C)C(=O)OC